3-((2-((2,4,6-trioxotetrahydropyrimidin-5(6H)ylidene)methyl)phenoxy)methyl)benzoic acid O=C1NC(C(C(N1)=O)=CC1=C(OCC=2C=C(C(=O)O)C=CC2)C=CC=C1)=O